CC1=C(C(=O)OC)C=CC(=C1)B1OC(C(O1)(C)C)(C)C Methyl 2-methyl-4-(4,4,5,5-tetramethyl-1,3,2-dioxaborolan-2-yl)benzoate